FC(C(C(C(C(C(F)(F)F)(F)F)(F)F)(F)F)(F)F)(S(=O)(=O)NS(=O)(=O)C(C(C(C(C(C(F)(F)F)(F)F)(F)F)(F)F)(F)F)(F)F)F bis((perfluorohexyl)sulfonyl)amine